CC(CC1NC(N(C1=O)C1CC2(CC(C2)OC2=NC=CC=C2C(=O)N)C1)=O)C 2-{[(αR)-6-[4-(2-methylpropyl)-2,5-dioxoimidazolidin-1-yl]spiro[3.3]heptan-2-yl]oxy}pyridine-3-carboxamide